tert-butyl 4-[5-(2,4-dioxo-1,3-diazinan-1-yl)-1H-indol-1-yl]piperidine-1-carboxylate O=C1N(CCC(N1)=O)C=1C=C2C=CN(C2=CC1)C1CCN(CC1)C(=O)OC(C)(C)C